rac-1-Ethyl-5-oxo-pyrrolidine C(C)N1CCCC1=O